1-(1-aminoisoquinolin-4-yl)-N-(5-chloro-2-methyl-6-(1-methyl-1H-pyrazol-3-yl)pyridin-3-yl)-5-(trifluoromethyl)-1H-pyrazole-4-carboxamide NC1=NC=C(C2=CC=CC=C12)N1N=CC(=C1C(F)(F)F)C(=O)NC=1C(=NC(=C(C1)Cl)C1=NN(C=C1)C)C